2-((4-((2-aminopropyl)-amino)pyridin-2-yl)-amino)benzo[d]thiazole-6-carbonitrile NC(CNC1=CC(=NC=C1)NC=1SC2=C(N1)C=CC(=C2)C#N)C